4-((3-(3-((difluoromethyl)thio)-8-(((3R,4S)-4-fluoropyrrolidin-3-yl)amino)imidazo[1,2-a]pyridin-2-yl)prop-2-yn-1-yl)amino)-3-methoxy-N-methylbenzamide FC(SC1=C(N=C2N1C=CC=C2N[C@@H]2CNC[C@@H]2F)C#CCNC2=C(C=C(C(=O)NC)C=C2)OC)F